FC(C1CC=2N(CC1)C=NC2C(=O)N)(F)F 7-(trifluoromethyl)-5,6,7,8-tetrahydroimidazo[1,5-a]Pyridine-1-carboxamide